FC1=C2CC(CC2=C(C=C1NC([C@@H](C)N(C)C)=O)F)(CNCCC1CN(C(O1)=O)C1=NC2=C(OCC(N2)=O)N=C1)OC (2R)-N-[4,7-difluoro-2-methoxy-2-[[2-[2-oxo-3-(3-oxo-4H-pyrazino[2,3-b][1,4]oxazin-6-yl)oxazolidin-5-yl]ethylamino]methyl]indan-5-yl]-2-(dimethylamino)propanamide